bis(pyrrolidine) diboron [B].[B].N1CCCC1.N1CCCC1